6-(2-(2-fluorophenyl)-5,6-dihydro-4H-pyrrolo[1,2-b]pyrazol-3-yl)benzo[d]thiazole FC1=C(C=CC=C1)C=1C(=C2N(N1)CCC2)C2=CC1=C(N=CS1)C=C2